3-[4-[4-(4-aminobutyl)piperazin-1-yl]anilino]piperidine-2,6-dione NCCCCN1CCN(CC1)C1=CC=C(NC2C(NC(CC2)=O)=O)C=C1